(R)-5-hydroxy-N-(isoxazol-4-yl)-1-methyl-6-oxo-2-(1,1,1-trifluoro-3,3-diphenylpropan-2-yl)-1,6-dihydropyrimidine-4-carboxamide OC1=C(N=C(N(C1=O)C)[C@H](C(F)(F)F)C(C1=CC=CC=C1)C1=CC=CC=C1)C(=O)NC=1C=NOC1